N1(NCCCC1)C(=O)OC(C)(C)C tert-butyl tetrahydropyridazine-1(2H)-carboxylate